NCCCCCN1CCNCC1 1-(5-aminopentyl)piperazine